Oxo(phenyl)acetic acid (Z)-hex-3-en-1-yl ester C(C\C=C/CC)OC(C(C1=CC=CC=C1)=O)=O